C(#N)CCC[N+]1=CC=CC=C1 1-(3-cyanopropyl)pyridinium